C(C)(C)[C@H]1[C@@H]([C@@H]2C=C[C@H]1C2)N |r| racemic-(1S,2R,3R,4R)-3-isopropylbicyclo[2.2.1]hept-5-en-2-amine